BrC1=C(C2=C(CC(C3=CN(N=C23)CC2=NC=CC=C2)(C)C)O1)C 7-bromo-4,4,8-trimethyl-2-[(pyridin-2-yl)methyl]-4,5-dihydro-2H-furo[2,3-G]indazole